FC1=C(C=NN1)I 5-fluoro-4-iodo-1H-pyrazole